2-[3-(7-methyl-2,7-diazaspiro[3.5]non-2-yl)-1,2,4-triazin-6-yl]-5-(2-methyl-2H-tetrazol-5-yl)phenol trifluoroacetate salt FC(C(=O)O)(F)F.CN1CCC2(CN(C2)C=2N=NC(=CN2)C2=C(C=C(C=C2)C=2N=NN(N2)C)O)CC1